ClC1=C(C=C(C=C1F)CCC(=O)NC=1C=NN(C1C)C1=CC=NC=C1)F 3-(4-Chloro-3,5-difluorophenyl)-N-(5-methyl-1-(pyridin-4-yl)-1H-pyrazol-4-yl)propanamide